CN([C@@H]1CN(CC1)C(=O)N1CCN(C2=CC=CC=C12)CC1=NC=CC=C1)C (S)-(3-(dimethylamino)pyrrolidin-1-yl)(4-(pyridin-2-ylmethyl)-3,4-dihydroquinoxalin-1(2H)-yl)methanon